(6-cyanopyridin-2-yl)-2,6-diazaspiro[3.3]Heptane-2-carboxylic acid tert-butyl ester C(C)(C)(C)OC(=O)N1C(C2(C1)CNC2)C2=NC(=CC=C2)C#N